3-(1-(3-fluoropyridin-4-yl)-2,5-dimethyl-1H-pyrrol-3-yl)-2-(6-methoxy-3H-imidazo[4,5-c]pyridin-2-yl)acrylonitrile FC=1C=NC=CC1N1C(=C(C=C1C)C=C(C#N)C1=NC2=C(C=NC(=C2)OC)N1)C